(S,R,Z)-4'-(2-(1-hydroxyethyl)-4-(methoxyimino)pyrrolidine-1-carbonyl)-2-methyl-[1,1'-biphenyl]-3-carbonitrile O[C@H](C)[C@H]1N(C\C(\C1)=N/OC)C(=O)C1=CC=C(C=C1)C1=C(C(=CC=C1)C#N)C